CC1(C(C2(C3(C(C(=O)OC3=O)(C1)C2)C)C)(C)C)C hexamethyl-m-methylenetetrahydrophthalic anhydride